C1(CC1)OC1=C(N=NC=C1)C(=O)NC1=CC(=C(C(=C1)F)OC1=CC=NC2=CC(=C(C=C12)OC)OCCO)F 4-cyclopropoxy-N-(3,5-difluoro-4-((7-(2-hydroxyethoxy)-6-methoxyquinolin-4-yl)oxy)phenyl)pyridazine-3-carboxamide